C(CCC=CCCCCCCCCCC=CCC=CCCCCC)N tetracosa-4,15,18-trien-1-amine